C(C1=CC=CC=C1)OCCNC(=O)C1CN(C1)C1=CC(=C2C(C(=CN(C2=N1)C=1SC=CN1)C(=O)O)=O)C 7-(3-{[2-(benzyloxy)ethyl]carbamoyl}azetidin-1-yl)-5-methyl-4-oxo-1-(1,3-thiazol-2-yl)-1,4-dihydro-1,8-naphthyridine-3-carboxylic acid